Benzophenon-Imin C(C1=CC=CC=C1)(C1=CC=CC=C1)=N